O1CCN(CC1)C1=CC=C(C(=C)C)C=C1 4-morpholino-alpha-methylstyrene